BrC=1C=C(C(=NC1)C(=O)NCC(=O)OCCCC)F butyl (5-bromo-3-fluoropicolinoyl)glycinate